FC1=CC(=C(OC2=C(C=C(C=C2)C(C)(C)O)C=2C(=C(C(N(C2)C)=O)I)OC)C(=C1)C)C 5-(2-(4-fluoro-2,6-dimethylphenoxy)-5-(2-hydroxyprop-2-yl)phenyl)-3-iodo-4-methoxy-1-Methylpyridin-2(1H)-one